Formamidine Thiocyanate [S-]C#N.C(=N)N